O1C=CC2=C1C=C(C=C2)C2=NN(C=C2NC(=O)C=2N=C(SC2)C=2C=NNC2)[C@@H]2CC[C@H](CC2)OCC N-(3-(benzofuran-6-yl)-1-(trans-4-ethoxycyclohexyl)-1H-pyrazol-4-yl)-2-(1H-pyrazol-4-yl)thiazole-4-carboxamide